tert-butyl N-[2-[4-[6-[2-hydroxy-6-methyl-4-(trifluoromethyl) phenyl]pyridazin-3-yl]morpholin-2-yl]ethyl]-N-methyl-carbamate OC1=C(C(=CC(=C1)C(F)(F)F)C)C1=CC=C(N=N1)N1CC(OCC1)CCN(C(OC(C)(C)C)=O)C